CCOC=O The molecule is a formate ester resulting from the formal condensation of formic acid with ethanol. It has a role as a fumigant and a plant metabolite. It is a formate ester and an ethyl ester.